3-((2-amino-6-chloro-7-fluoro-1-(1-methyl-1H-pyrazol-4-yl)-1H-indol-3-yl)thio)-2-fluorobenzoic acid NC=1N(C2=C(C(=CC=C2C1SC=1C(=C(C(=O)O)C=CC1)F)Cl)F)C=1C=NN(C1)C